1-(2-(pyridin-2-yl)ethyl)guanidine hydrochloride Cl.N1=C(C=CC=C1)CCNC(=N)N